6-((1R,2S,5S)-2-benzyl-3-azabicyclo[3.2.1]octan-3-yl)-4-((R)-2-methylmorpholino)pyridin-2(1H)-one C(C1=CC=CC=C1)[C@H]1[C@@H]2CC[C@H](CN1C1=CC(=CC(N1)=O)N1C[C@H](OCC1)C)C2